2-cyano-3-tert-butylcarbonyloxy-pyridin-4-one C(#N)C1=NC=CC(C1OC(=O)C(C)(C)C)=O